C(C)(C)(C)OC(=O)N1CCC=2C=C(C(=NC2C1)OCC1=C(C=C(C=C1)Cl)F)Cl 3-chloro-2-((4-chloro-2-fluorobenzyl)oxy)-5,6-dihydro-1,7-naphthyridine-7(8H)-carboxylic acid tert-butyl ester